N[C@@H](CC)C1=C(C=2N=C(N=C(C2S1)NCC=1OC=CC1)Cl)C 6-[(1S)-1-aminopropyl]-2-chloro-N-[(furan-2-yl)methyl]-7-methylthieno[3,2-d]pyrimidin-4-amine